Tert-butyl 9-(benzyloxy)-1,2,3,10-tetramethoxy-7-methyl-5,7-dihydro-6H-dibenzo[c,e]azepine-6-carboxylate C(C1=CC=CC=C1)OC1=CC2=C(C3=C(CN(C2C)C(=O)OC(C)(C)C)C=C(C(=C3OC)OC)OC)C=C1OC